C(C)[C@]1(C(OCC=2C(N3CC=4C(=NC=5C=CC(=C6C5C4CCO6)NC(C)=O)C3=CC21)=O)=O)O (S)-N-(9-ethyl-9-hydroxy-10,13-dioxo-1,2,9,10,13,15-hexahydro-12H-pyrano[4,3,2-de]pyrano[3',4':6,7]indolizino[1,2-b]quinolin-4-yl)acetamide